C(C)(C)(C)NS(=O)(=O)C1=NC(=CC=C1N[C@H](C)C=1C=C(C=C2C(C(=C(OC12)C=1C=NN(C1)C)C)=O)C)Cl N-tert-Butyl-6-chloro-3-[[(1R)-1-[3,6-dimeth-yl-2-(1-methylpyrazol-4-yl)-4-oxo-chromen-8-yl]ethyl]amino]pyridine-2-sulfonamide